CC=1C=C2C(CCOC2=C(C1)C)=O 6,8-dimethylchroman-4-one